2-Cyclobutoxy-N,6-dimethoxy-N-methylisonicotinamide C1(CCC1)OC=1C=C(C(=O)N(C)OC)C=C(N1)OC